OC(C)(C)C1=CC=C(COC=2C(C=C(OC2)CN2C(C3=CC=CC=C3CC2)C)=O)C=C1 5-((4-(2-hydroxypropan-2-yl)benzyl)oxy)-2-((1-methyl-3,4-dihydroisoquinolin-2(1H)-yl)methyl)-4H-pyran-4-one